C(C=C)(=O)O.C(C=C)(=O)O.C(CCC(=O)O)(=O)O butanedioic acid diacrylate